O=C1NC(CCC1C1=NN(C2=C(C=CC=C12)OCC(=O)NC1=CC=C(C=C1)OC1=CC=C(C=C1)C)C)=O 2-((3-(2,6-dioxopiperidin-3-yl)-1-methyl-1H-indazol-7-yl)oxy)-N-(4-(p-tolyloxy)-phenyl)acetamide